4-chloro-7-methoxyquinazolin-6-yl acetate C(C)(=O)OC=1C=C2C(=NC=NC2=CC1OC)Cl